FC(C(=O)O)(F)F.CC1(C2C(N(C(C12)=O)CC=1C=C2C(=NC=NN2C1)C=1C=C(C=C2C=CN(C12)C1CNCC1)C(F)(F)F)=O)C 6,6-dimethyl-3-((4-(1-(pyrrolidin-3-yl)-5-(trifluoromethyl)-1H-indol-7-yl)pyrrolo[2,1-f][1,2,4]triazin-6-yl)methyl)-3-azabicyclo[3.1.0]hexane-2,4-dione 2,2,2-trifluoroacetate